C(C)OC(=O)C1=C(NC(=C(C1C1=CC=CC=C1)C(=O)O)C)C 4-phenyl-2,6-dimethyl-1,4-dihydropyridine-3,5-dicarboxylic acid ethyl ester